C(C)S(=O)(=O)C=1C(=NN2C1C=CC(=C2)C(F)(F)F)C2=NC=1C(=NC=C(C1)C(F)(F)F)N2C 2-[3-ethylsulfonyl-6-(trifluoromethyl)pyrazolo[1,5-a]pyridin-2-yl]-3-methyl-6-(trifluoro-methyl)imidazo[4,5-b]pyridine